4,4'-methylene-bis(6-t-butyl-o-cresol) C(C=1C=C(C(=C(C1)C(C)(C)C)O)C)C=1C=C(C(=C(C1)C(C)(C)C)O)C